(R)-4-(6-((3-Fluoropyridin-4-yl)methoxy)-3-(formyl)pyridin-2-yl)-3-(hydroxymethyl)piperazine-1-carboxylic acid tert-butyl ester C(C)(C)(C)OC(=O)N1C[C@@H](N(CC1)C1=NC(=CC=C1C=O)OCC1=C(C=NC=C1)F)CO